methoxybenzaldehyde COC1=CC=C(C=C1)C=O